7-chloro-4-((1-ethynylcyclopropyl)amino)-5-methoxy-1-(3-methylpyrazin-2-yl)quinazolin-2(1H)-one ClC1=CC(=C2C(=NC(N(C2=C1)C1=NC=CN=C1C)=O)NC1(CC1)C#C)OC